3-[tert-butyl-(dimethyl)silyl]oxy-4-methoxy-butan-1-ol C(C)(C)(C)[Si](OC(CCO)COC)(C)C